5-(tert-butyl)-1,2,4-oxadiazole-3-carboxamide C(C)(C)(C)C1=NC(=NO1)C(=O)N